8-(4-chloro-2-methylphenyl)-9-(3-fluoro-4-((1-(3-fluoropropyl)azetidin-3-yl)methyl)phenyl)-6,7-dihydro-5H-benzo[7]annulene-3-carboxylic acid ClC1=CC(=C(C=C1)C=1CCCC2=C(C1C1=CC(=C(C=C1)CC1CN(C1)CCCF)F)C=CC(=C2)C(=O)O)C